O[C@@H]1C[C@H](N(C1)C(=O)C1(CC1)N1C(C2=CC=CC=C2C1)=O)C(=O)NCC1=CC=C(C=C1)C1=C(N=CS1)C (2S,4R)-4-hydroxy-N-(4-(4-methylthiazol-5-yl)benzyl)-1-{1-(1-oxoisoindolin-2-yl)cyclopropanecarbonyl}pyrrolidine-2-carboxamide